N-{[4-({4-[(2-cyanoethyl)(cyclopropyl)amino]-1-fluorocyclohexyl}methoxy)-3-nitrophenyl]sulfonyl}-2-(1H-pyrrolo[2,3-b]pyridin-5-yloxy)benzamide C(#N)CCN(C1CCC(CC1)(F)COC1=C(C=C(C=C1)S(=O)(=O)NC(C1=C(C=CC=C1)OC=1C=C2C(=NC1)NC=C2)=O)[N+](=O)[O-])C2CC2